(S)-2-((5-chloro-8-hydroxy-1,2,3,4-tetrahydroisoquinolin-1-yl)methyl)isoindolin-1-one ClC1=C2CCN[C@@H](C2=C(C=C1)O)CN1C(C2=CC=CC=C2C1)=O